1,3-dicyclopropyl-8-(6-(((1-methyl-5-oxo-3-pyrrolidinyl)methylamino))-3-pyridyl)xanthine C1(CC1)N1C(=O)N(C=2N=C(NC2C1=O)C=1C=NC(=CC1)NCC1CN(C(C1)=O)C)C1CC1